tert-butyl 6-[5-[3-[3-[[ethyl(methyl)sulfamoyl]amino]-2,6-difluoro-benzoyl]-1H-pyrrolo[2,3-b]pyridin-5-yl]pyrimidin-2-yl]-2,6-diazaspiro[3.3]heptane-2-carboxylate C(C)N(S(=O)(=O)NC=1C(=C(C(=O)C2=CNC3=NC=C(C=C32)C=3C=NC(=NC3)N3CC2(CN(C2)C(=O)OC(C)(C)C)C3)C(=CC1)F)F)C